ClC=1C(=C2C=NNC2=C(C1F)\C=C\CCO)C=1N=CC=2N(C1)C=C(N2)NC(=O)C2C(C2)F N-(6-(5-chloro-6-fluoro-7-((E)-4-hydroxybut-1-en-1-yl)-1H-indazol-4-yl)imidazo[1,2-a]pyrazin-2-yl)-2-fluorocyclopropane-1-carboxamide